5,7-dichloro-2-tetrahydropyran-2-yl-pyrazolo[4,3-d]pyrimidine ClC=1N=C(C=2C(N1)=CN(N2)C2OCCCC2)Cl